ClC1=CC=C(COC2=NN=C(S2)NC(=O)C=2C(=CC(=NC2)C(=O)OC)N2CCOCC2)C=C1 methyl 5-((5-((4-chlorobenzyl)oxy)-1,3,4-thiadiazol-2-yl)carbamoyl)-4-morpholinopicolinate